C(C)(=O)ON=CC ethanone-(O-acetyl oxime)